4-[(3aR,6aR)-2-(4-fluorophenyl)-1,3,3a,4,6,6a-hexahydropyrrolo[3,4-c]pyrrol-5-yl]-6-chloro-1-methyl-2-oxo-1,5-naphthyridine-3-carbonitrile FC1=CC=C(C=C1)N1C[C@@H]2CN(C[C@H]2C1)C1=C(C(N(C2=CC=C(N=C12)Cl)C)=O)C#N